lithium 4-methoxy-1-(tetrahydro-2H-pyran-2-yl)-1H-pyrazole-5-sulfinate COC=1C=NN(C1S(=O)[O-])C1OCCCC1.[Li+]